7-(3-(bis(4-methoxybenzyl)amino)-7-fluoro-8-((triisopropylsilyl)ethynyl)isoquinolin-1-yl)-6,8-Difluoro-2-(((2R,7aS)-2-fluorotetrahydro-1H-pyrrolizine-7a(5H)-yl)methoxy)quinazolin-4-ol COC1=CC=C(CN(C=2N=C(C3=C(C(=CC=C3C2)F)C#C[Si](C(C)C)(C(C)C)C(C)C)C2=C(C=C3C(=NC(=NC3=C2F)OC[C@]23CCCN3C[C@@H](C2)F)O)F)CC2=CC=C(C=C2)OC)C=C1